BrC=1C(=CC(=C(OCCCOC2OCCCC2)C1)[N+](=O)[O-])F 2-(3-(5-bromo-4-fluoro-2-nitrophenoxy)propoxy)tetrahydro-2H-pyran